1,4-diazabicyclo[3.2.2]nonan-4-yl-[1-(3,4-dichlorophenyl)-1,4,5,6-tetrahydrocyclopenta[c]pyrazol-3-yl]methanone N12CCN(C(CC1)CC2)C(=O)C=2C1=C(N(N2)C2=CC(=C(C=C2)Cl)Cl)CCC1